5-Hydroxy-2-(4-hydroxyphenyl)-7-methoxychroman-4-one OC1=C2C(CC(OC2=CC(=C1)OC)C1=CC=C(C=C1)O)=O